21-Hydroxy-pentacosanoic acid OC(CCCCCCCCCCCCCCCCCCCC(=O)O)CCCC